N-{[4-({1-[cis-3-fluorotetrahydro-2H-pyran-4-yl]piperidin-4-yl}amino)-3-nitrophenyl]sulfonyl}-2-(1H-pyrrolo[2,3-b]pyridin-5-yloxy)benzamide F[C@@H]1COCC[C@@H]1N1CCC(CC1)NC1=C(C=C(C=C1)S(=O)(=O)NC(C1=C(C=CC=C1)OC=1C=C2C(=NC1)NC=C2)=O)[N+](=O)[O-]